dimethyl 4-chloropyridine-2,6-dicarboxylate ClC1=CC(=NC(=C1)C(=O)OC)C(=O)OC